C(C1=CC=CC=C1)OC=1C(=C(C=C2C(=NC(=NC12)S(=O)CC)N1[C@@H]2CN([C@H](C1)C2)C(=O)[O-])C2CC2)C2=C1C=NN(C1=CC(=C2C)F)C2OCCCC2 (1S,4S)-5-{8-(benzyloxy)-6-cyclopropyl-2-(ethanesulfinyl)-7-[6-fluoro-5-methyl-1-(oxane-2-yl)-1H-indazol-4-yl]quinazolin-4-yl}-2,5-diazabicyclo[2.2.1]heptane-2-carboxylate